(S)-3-(3,3-difluorocyclobutyl)-N-((R)-2-(difluoromethoxy)-1-(3-(trifluoromethoxy)phenyl)ethyl)-3-hydroxypropionamide FC1(CC(C1)[C@H](CC(=O)N[C@@H](COC(F)F)C1=CC(=CC=C1)OC(F)(F)F)O)F